aluminum octadecyl sulfate S(=O)(=O)(OCCCCCCCCCCCCCCCCCC)[O-].[Al+3].C(CCCCCCCCCCCCCCCCC)OS(=O)(=O)[O-].C(CCCCCCCCCCCCCCCCC)OS(=O)(=O)[O-]